4-(4-((1R,5S)-3,8-diazabicyclo[3.2.1]octan-3-yl)-5,8-difluoro-2-(((2R,7aS)-2-fluorotetrahydro-1H-pyrrolizin-7a(5H)-yl)methoxy)quinazolin-7-yl)-5-ethyl-6-fluoronaphthalen-2-ol [C@H]12CN(C[C@H](CC1)N2)C2=NC(=NC1=C(C(=CC(=C21)F)C2=CC(=CC1=CC=C(C(=C21)CC)F)O)F)OC[C@]21CCCN1C[C@@H](C2)F